CN(C)CC=1C=C2C3=NNC4=CC=C(OCCCNC(OCC(C1)=C2)=O)C=C34 4-[(dimethylamino)methyl]-8,14-dioxa-10,19,20-triazatetracyclo[13.5.2.12,6.018,21]tricosa-1(20),2,4,6(23),15,17,21-heptaen-9-one